COC1=C(CNCCC2=C(C=C(C(=C2)OC)CCC)OC)C=CC=C1 N-(2-methoxybenzyl)-1-(2,5-dimethoxy-4-propylphenyl)-2-aminoethane